8-fluoro-5-methyl-3-(3-(4-(4-(trifluoromethyl)phenyl)piperazin-1-yl)propyl)isoquinolin-1(2H)-one FC=1C=CC(=C2C=C(NC(C12)=O)CCCN1CCN(CC1)C1=CC=C(C=C1)C(F)(F)F)C